3-(3-acetyl-4-methyl-4,5-dihydro-7H-isoxazolo[5,4-e]indazol-7-yl)-1-methylcyclobutane-1-carbonitrile C(C)(=O)C1=NOC=2C3=CN(N=C3CC(C21)C)C2CC(C2)(C#N)C